4-hydroxy-1-phenyl-3-(2,2,2-trifluoroethan-1-one-1-yl)-[1]benzothieno[2,3-h]quinoline OC1=C(CN(C2=C3C(=CC=C12)SC1=C3C=CC=C1)C1=CC=CC=C1)C(C(F)(F)F)=O